tert-butyl 3-[[4-[5-amino-6-(difluoromethyl)indazol-2-yl]-1-piperidyl]methyl]-3-fluoro-azetidine-1-carboxylate NC1=CC2=CN(N=C2C=C1C(F)F)C1CCN(CC1)CC1(CN(C1)C(=O)OC(C)(C)C)F